S1C2=C(C=C1)C(=CC=C2)N2CCN(CC2)CCCCOC2=CC=C1C=CC(N(C1=C2)COC(CCCCCCC\C=C/C\C=C/CCCCC)=O)=O (9Z,12Z)-Octadeca-9,12-dienoic acid 7-[4-(4-benzo[b]thiophen-4-ylpiperazin-1-yl)butoxy]-2-oxo-2H-quinolin-1-ylmethyl ester